C1CCC2=C(C=3CCCC3C=C12)NC(=O)C=1C(=NC=CC1C(F)(F)F)S(=O)(=O)N (1,2,3,5,6,7-hexahydro-s-indacen-4-yl)carbamoyl-4-(trifluoromethyl)pyridine-2-sulfonamide